NC1=CC(=C(C(=O)NC)C=C1OC)F 4-amino-2-fluoro-5-methoxy-N-methyl-benzamide